Fmoc-(R)-3-amino-4-(3-benzothienyl)butyric acid C(=O)(OCC1C2=CC=CC=C2C2=CC=CC=C12)[C@@H](C(=O)O)C(CC1=CSC2=C1C=CC=C2)N